1-(5-bromo-2-hydrazinocarbonylphenyl)-3-(3-chlorophenyl)-urea BrC=1C=CC(=C(C1)NC(=O)NC1=CC(=CC=C1)Cl)C(=O)NN